C12(CC3CC(CC(C1)C3)C2)C=2C=C(C=C(C2)C)C2=CC=CC=C2 3-((3r,5r,7r)-adamantan-1-yl)-5-methyl-[1,1'-biphenyl]